COC(=O)C1=CC=C2C(=C(NC2=C1)C1=NN(C2=NC=NC(=C21)N)C2CCN(CC2)C)Cl.COC2=C(C(=O)NCC1=C(C=CC=C1)OCC(F)(F)F)C=CC(=N2)C 2-methoxy-6-methyl-N-(2-(2,2,2-trifluoroethoxy)benzyl)nicotinamide Methyl-2-(4-amino-1-(1-methylpiperidin-4-yl)-1H-pyrazolo[3,4-d]pyrimidin-3-yl)-3-chloro-1H-indole-6-carboxylate